tert-butyl N-[(3R)-1-{[2-({4-[4-(morpholin-4-yl)-7-{[2-(trimethylsilyl)ethoxy]methyl}-7H-pyrrolo[2,3-d]pyrimidin-6-yl]phenyl}carbamoyl)pyridin-4-yl]methyl}piperidin-3-yl]carbamate N1(CCOCC1)C=1C2=C(N=CN1)N(C(=C2)C2=CC=C(C=C2)NC(=O)C2=NC=CC(=C2)CN2C[C@@H](CCC2)NC(OC(C)(C)C)=O)COCC[Si](C)(C)C